(R)-N-(3,3-difluoro-1-(oxetan-3-yl)piperidin-4-yl)-5-(1-(2,2-difluoroethyl)-1H-benzo[d][1,2,3]triazol-6-yl)-4-(methoxy-d3)pyrrolo[2,1-f][1,2,4]triazin-2-amine FC1(CN(CC[C@H]1NC1=NN2C(C(=N1)OC([2H])([2H])[2H])=C(C=C2)C=2C=CC1=C(N(N=N1)CC(F)F)C2)C2COC2)F